FC(C=1C=CC=C2C=CC=NC12)(F)F 8-(trifluoromethyl)quinoline